3-[[2-chloro-4-[[3-[4-(cyanomethoxy)-2,3-difluorophenyl]imidazo[1,2-a]pyrazin-8-yl]amino]benzoyl]-methylamino]propyl-pyridine-4-carboxylate ClC1=C(C(=O)N(CCCOC(=O)C2=CC=NC=C2)C)C=CC(=C1)NC=1C=2N(C=CN1)C(=CN2)C2=C(C(=C(C=C2)OCC#N)F)F